C(C)(C)(C)S(=O)N=C1COC1 3-[(tert-butylsulfinyl)imino]oxacyclobutane